2-[7-methoxy-8-(2H-tetrazol-5-ylmethoxy)-2,3-dihydroimidazo[1,2-c]quinazolin-5-yl]-1-pyridin-3-yl-vinyl alcohol COC1=C(C=CC=2C=3N(C(=NC12)C=C(C=1C=NC=CC1)O)CCN3)OCC=3N=NNN3